C(CCCCC)C(C(=O)OCCCCCC(CCCCCSCC(CCCCCC)OC(CC1CCCCCC1)=O)=O)CCCCCCCC 11-((2-(2-Cycloheptylacetoxy)octyl)thio)-6-oxoundecyl 2-hexyldecanoate